1,3,6,8-tetrakis(4-(methoxycarbonyl)phenyl)pyrene COC(=O)C1=CC=C(C=C1)C1=CC(=C2C=CC3=C(C=C(C4=CC=C1C2=C34)C3=CC=C(C=C3)C(=O)OC)C3=CC=C(C=C3)C(=O)OC)C3=CC=C(C=C3)C(=O)OC